CC1=C(C=NC(=C1)N1CCOCC1)NC1=NC=C(C(=N1)NCCCNC(=O)C1CCC1)C(F)(F)F N-(3-((2-((4-methyl-6-morpholinopyridin-3-yl)amino)-5-(trifluoromethyl)pyrimidin-4-yl)amino)propyl)cyclobutanecarboxamide